(12R)-20-amino-6-(oxan-4-yl)-18-(trifluoromethyl)-22-oxa-3,4,16,21-tetraazatetracyclo[15.3.1.12,5.012,16]docosa-1(20),2,4,17(21),18-pentaen-6-ol NC=1C=C(C=2N3CCC[C@H]3CCCCCC(C3=NN=C(C1N2)O3)(O)C3CCOCC3)C(F)(F)F